C(#N)C=1C=NC2=C(C=CC=C2C1N1CCC(CC1)CCCP(O)(O)=O)OC (3-(1-(3-cyano-8-methoxyquinolin-4-yl)piperidin-4-yl)propyl)phosphonic Acid